Cl.Cl.C1OCCN2[C@@H]1CNCC2 (R)-octahydropyrazino[2,1-c][1,4]oxazine dihydrochloride